3-(2-amino-[1,2,4]triazolo[1,5-a]pyridin-7-yl)-6-chloro-2-fluoro-N-(2-fluoro-3-(4-fluorophenyl)-3-hydroxybutyl-4,4,4-d3)benzamide NC1=NN2C(C=C(C=C2)C=2C(=C(C(=O)NCC(C(C([2H])([2H])[2H])(O)C3=CC=C(C=C3)F)F)C(=CC2)Cl)F)=N1